CC(C(C(C)(C)C)[Si](C)(C)C)(C)C 1,1,1,3,3,3-hexamethyl-2-(trimethylsilyl)propane